2'-[5-Fluoro-2-[[(3R,4S)-3-fluoro-1-methylsulfonylpiperidin-4-yl]amino]pyrimidin-4-yl]-3',5'-dimethylspiro[cyclopropane-1,6'-thieno[2,3-c]pyrrole]-4'-one FC=1C(=NC(=NC1)N[C@@H]1[C@@H](CN(CC1)S(=O)(=O)C)F)C1=C(C2=C(C3(N(C2=O)C)CC3)S1)C